NC[C@@H](COC1=CC=C(C=C1)S(=O)(=O)C1=CC(=C(C(=C1)Cl)OC[C@@H](CCl)O)Cl)O (S)-1-amino-3-(4-((3,5-dichloro-4-((S)-3-chloro-2-hydroxypropoxy)phenyl)sulfonyl)phenoxy)propan-2-ol